2-[7-bromo-5-(2,2-dimethylpropylsulfonyl)indazol-1-yl]ethoxy-tert-butyl-dimethyl-silane BrC=1C=C(C=C2C=NN(C12)CCO[Si](C)(C)C(C)(C)C)S(=O)(=O)CC(C)(C)C